OCCOC=1C=C2C=CC(=CC2=CC1)C1(C2=CC=CC=C2C=2C=CC=CC12)C1=CC2=CC=C(C=C2C=C1)OCCO 9,9-bis(6-(2-hydroxy-ethoxy)naphthalene-2-yl)fluorene